acryloxypropyl-methyl-diisopropoxysilane C(C=C)(=O)OCCC[Si](OC(C)C)(OC(C)C)C